FC=1C(=NC=CC1B(O)O)O 3-FLUORO-2-HYDROXYPYRIDINE-4-BORONIC ACID